4-(4-[3-Cyano-4-[(1R)-1-cyclobutylethoxy]pyrazolo[1,5-a]pyridin-6-yl]-5-methyl-1,2,3-triazol-1-yl)piperidine-1-carbonitrile C(#N)C=1C=NN2C1C(=CC(=C2)C=2N=NN(C2C)C2CCN(CC2)C#N)O[C@H](C)C2CCC2